FC1=C(OCC=2C=C3C(N(C(C3=CC2)=O)C2C(NC(CC2)=O)=O)=O)C(=CC=C1F)C=1N=C(SC1)N1CCOCC1 5-((2,3-difluoro-6-(2-morpholinothiazol-4-yl)phenoxy)methyl)-2-(2,6-dioxopiperidin-3-yl)isoindoline-1,3-dione